2-bromo-N-[1-(3-cyano-2-fluoro-phenyl)-2-methyl-propyl]-N-cyclopropyl-acetamide BrCC(=O)N(C1CC1)C(C(C)C)C1=C(C(=CC=C1)C#N)F